4-((1-(4-(2-(2-aminopyridin-3-yl)-5-(4-methyl-1H-1,2,3-triazol-1-yl)-3H-imidazo[4,5-b]pyridin-3-yl)benzyl)piperidin-4-yl)amino)pyrimidine-2-carbonitrile NC1=NC=CC=C1C1=NC=2C(=NC(=CC2)N2N=NC(=C2)C)N1C1=CC=C(CN2CCC(CC2)NC2=NC(=NC=C2)C#N)C=C1